C1(CCC1)CNC(=O)C1=CC=C(C=C1)C1=C(NC(=C1C1=CC=C(C=C1)[N+](=O)[O-])C)C(=O)O 3-(4-(Cyclobutylmethylcarbamoyl)phenyl)-5-methyl-4-(4-nitrophenyl)-1H-pyrrole-2-carboxylic acid